4-acetamido-2,2,6,6-tetramethylpiperidine Nitrogen [N].C(C)(=O)NC1CC(NC(C1)(C)C)(C)C